BrC1=CC=C(C=C1)[C@@]12OC3=C([C@@]1([C@@H]([C@@H]([C@H]2C2=CC=CC=C2)C(=O)NS(N(C)C(C)C)(=O)=O)O)O)C(=CC(=C3)OC)OC (1R,2R,3S,3aR,8bS)-3a-(4-bromophenyl)-1,8b-dihydroxy-N-(N-isopropyl-N-methylsulfamoyl)-6,8-dimethoxy-3-phenyl-2,3,3a,8b-tetrahydro-1H-cyclopenta[b]benzofuran-2-carboxamide